FC(C1=C(N)C=CC(=C1)B1OC(C(O1)(C)C)(C)C)(F)F 2-(trifluoromethyl)-4-(4,4,5,5-tetramethyl-1,3,2-dioxaborolan-2-yl)aniline